CC1(NC=C(C2=C1N=NC(=C2)NC2=NC=CC=C2)C2=NN1C(C=CC(=C1)N1CCOCC1)=N2)N 8-methyl-5-(6-morpholino-[1,2,4]triazolo[1,5-a]pyridin-2-yl)-N3-(pyridin-2-yl)pyrido[3,4-c]pyridazine-3,8-diamine